2-(4-(2-(ethylamino)quinolin-7-yl)benzyl)-5-phenyl-2,7-naphthyridin-1(2H)-one C(C)NC1=NC2=CC(=CC=C2C=C1)C1=CC=C(CN2C(C3=CN=CC(=C3C=C2)C2=CC=CC=C2)=O)C=C1